FC1=C(C=C2C=CN(C(C2=C1F)=O)CCC[C@](C)([2H])NC=1C=NNC(C1C(F)(F)F)=O)C1=NC=C(C=N1)C(F)(F)F (R)-7,8-difluoro-2-(4-((6-oxo-5-(trifluoromethyl)-1,6-dihydropyridazin-4-yl)amino)pentyl-4-d)-6-(5-(trifluoromethyl)pyrimidin-2-yl)isoquinolin-1(2H)-one